C(CCCCCCCCCCCCCCCCCCC)OC(CCCCC)=O caproic acid arachidyl ester